5-[[4-(2-aminoethoxycarbonylamino)-3-fluoro-phenyl]sulfonylamino]thiazole-4-carboxylic acid trifluoroacetate FC(C(=O)O)(F)F.NCCOC(=O)NC1=C(C=C(C=C1)S(=O)(=O)NC1=C(N=CS1)C(=O)O)F